[Si](C)(C)(C(C)(C)C)OCCC=1C=NC2=CC=C(C=C2C1)O 3-(2-((Tert-Butyldimethylsilyl)oxy)ethyl)quinolin-6-ol